4-Nitrophenol anthranilate C(C=1C(N)=CC=CC1)(=O)OC1=CC=C(C=C1)[N+](=O)[O-]